(4-methoxybenzyl)(methyl)ammonia COC1=CC=C(CNC)C=C1